4-Chloro-2-cyclopropyl-7-azaindole ClC1=C2C=C(NC2=NC=C1)C1CC1